ClC=1C=C(CNC2=NC(=NC3=CC=C(C=C23)C=2C(=NOC2C)C)N2CCN(CC2)CC(=O)N)C=CC1 (4-(4-((3-chlorobenzyl)amino)-6-(3,5-dimethylisoxazol-4-yl)quinazolin-2-Yl)piperazin-1-yl)acetamide